4-(3-((((1S,3S)-3-aminocyclohexyl)methyl)amino)-1-(4-methoxyphenyl)-1H-pyrazol-5-yl)-2-fluorobenzonitrile N[C@@H]1C[C@H](CCC1)CNC1=NN(C(=C1)C1=CC(=C(C#N)C=C1)F)C1=CC=C(C=C1)OC